COC1=C(C=CC=C1)C=1C(=C(C=CC1)C1=NOC(=N1)C=1N=CC(=NC1)OC1=CC=C2C=C(N(C2=C1)C)C(=O)N1CCN(CC1)CC1=CC=C(C=C1)OCC(F)(F)F)F (6-((5-(3-(2-methoxyphenylfluorophenyl)-1,2,4-oxadiazol-5-yl)pyrazin-2-yl)oxy)-1-methyl-1H-indol-2-yl)(4-(4-(2,2,2-trifluoroethoxy)benzyl)piperazin-1-yl)methanone